O1C(OCC1)CC1(CCC(NC1)=O)C1=NC=CC=C1 5-((1,3-Dioxolan-2-yl)methyl)-5-(pyridin-2-yl)piperidin-2-one